tert-butyl (2R,6S)-4-[4-cyano-3-[(8-fluoro-2-methyl-imidazo[1,2-a]pyridin-6-yl)amino]-1-tetrahydropyran-2-yl-indazol-6-yl]-2,6-dimethyl-piperazine-1-carboxylate C(#N)C1=C2C(=NN(C2=CC(=C1)N1C[C@H](N([C@H](C1)C)C(=O)OC(C)(C)C)C)C1OCCCC1)NC=1C=C(C=2N(C1)C=C(N2)C)F